Di-tert-butyldiisopropylbenzene C(C)(C)(C)C1=C(C(=C(C=C1)C(C)C)C(C)C)C(C)(C)C